N-(4-(4-amino-1-(tetrahydro-2H-pyran-4-yl)-1H-pyrazolo[3,4-d]pyrimidin-3-yl)phenyl)-5-(5-chloropyridin-2-yl)-1-isopropyl-4-oxo-1,4-dihydropyridazine-3-carboxamide NC1=C2C(=NC=N1)N(N=C2C2=CC=C(C=C2)NC(=O)C2=NN(C=C(C2=O)C2=NC=C(C=C2)Cl)C(C)C)C2CCOCC2